5-bromo-3-(ethyl-(4-(methylamino)cyclohexyl)amino)-2-methylbenzoic acid methyl ester COC(C1=C(C(=CC(=C1)Br)N(C1CCC(CC1)NC)CC)C)=O